2-(3-(3,4-Dihydroisoquinolin-2(1H)-yl)-2-hydroxypropyl)-7-(2,5-dimethyl-1H-pyrrole-1-yl)-5-methyl-3,4-dihydroisoquinolin-1(2H)-one C1N(CCC2=CC=CC=C12)CC(CN1C(C2=CC(=CC(=C2CC1)C)N1C(=CC=C1C)C)=O)O